FC(CC=1N(C=C(N1)CC1=CC=NC=C1)COCC[Si](C)(C)C)(F)F 4-((2-(2,2,2-trifluoroethyl)-1-((2-(trimethylsilyl)ethoxy)methyl)-1H-imidazol-4-yl)methyl)pyridine